FC(C)(F)C1=CC(=CC(=N1)N1CC2(C=3C=NC(=CC31)NC(C)=O)CC2)OC2CC(C2)OC N-(1'-(6-(1,1-difluoroethyl)-4-((1r,3r)-3-methoxycyclobutoxy)pyridin-2-yl)-1',2'-dihydrospiro[cyclopropane-1,3'-pyrrolo[3,2-c]pyridin]-6'-yl)acetamide